OC(=O)COC1=C(C2=CC=CC=C2C=C1)C1=C(C=CC2=CC=CC=C12)OCC(=O)O 2,2'-bis(hydroxycarbonylmethoxy)-1,1'-binaphthyl